BrC1=CC=C(C=C1)C1(OCC1)C(F)(F)F 2-(4-bromophenyl)-2-(trifluoromethyl)oxetane